N[C@@H]1C(NC2=C(CC1)C=CC=C2)=O (3S)-3-amino-2,3,4,5-tetrahydro-2-oxo-1H-benzoazepine